2,3-dimethyl-4-vinyl-pyridine CC1=NC=CC(=C1C)C=C